C(CCCCCCCCCCC)C1=CSC=C1.[Li] lithium 3-dodecyl-thiophene